(R)-4-(7-chloro-4-((1-(3-(difluoromethyl)-2-fluorophenyl)ethyl)amino)pyrido[2,3-d]pyrimidin-6-yl)tetrahydro-2H-thiopyran 1,1-dioxide ClC=1C(=CC2=C(N=CN=C2N[C@H](C)C2=C(C(=CC=C2)C(F)F)F)N1)C1CCS(CC1)(=O)=O